(Z)-3-(1-hydroxybutylidene)benzofuran-2(3H)-one O\C(\CCC)=C\1/C(OC2=C1C=CC=C2)=O